NC[C@H](CC1=CC=C(C=C1)C(N)=O)NC(OCC1C2=CC=CC=C2C=2C=CC=CC12)=O (9H-Fluoren-9-yl)methyl (S)-(1-amino-3-(4-carbamoylphenyl)propan-2-yl)carbamate